N1(N=CC=C1)CC1=CC(=C(C=O)C=C1)Cl 4-((1H-pyrazol-1-yl)methyl)-2-chlorobenzaldehyde